ClC1=CC=C(CNC(=O)NC2CC3(C2)CC(C3)N(CC3=CC=CC=C3)CC3=CC=CC=C3)C=C1 1-(4-chlorobenzyl)-3-(6-(dibenzylamino)spiro[3.3]heptan-2-yl)urea